1,5-bis(vinylmercapto)naphthalene C(=C)SC1=CC=CC2=C(C=CC=C12)SC=C